4-{[amino(imino)methyl]amino}butyric acid NC(=N)NCCCC(=O)O